(S)-5-(4-(difluoromethyl)-6-((1-methylcyclobutyl)amino)pyridin-3-yl)-4-(2-methylpyrrolidine-1-carbonyl)thiazole-2-carboxylic acid potassium salt [K+].FC(C1=C(C=NC(=C1)NC1(CCC1)C)C1=C(N=C(S1)C(=O)[O-])C(=O)N1[C@H](CCC1)C)F